C(C)SC1=C(C=CC=C1)C(C(=O)N)CC(C1=C(NC2=CC=CC=C12)C)C1=C(NC2=CC=CC=C12)C (2-(ethylsulfanyl)phenyl)-4,4-bis(2-methyl-1H-indol-3-yl)butyramide